COC1=CC=C(CN2C(=C3CCCC(C3=C2)=O)C2=CC=CC=C2)C=C1 2-(4-Methoxybenzyl)-1-phenyl-2,5,6,7-tetrahydro-4H-isoindol-4-one